C(C)OC1=NC=CC=C1C1=CC(=C2C(=N1)C(=NN2C(C)C)C)NCC2=NN=CN2C 5-(2-ethoxy-3-pyridinyl)-1-isopropyl-3-methyl-N-[(4-methyl-1,2,4-triazol-3-yl)methyl]Pyrazolo[4,3-b]Pyridine-7-amine